ClC1=C(C=CC=C1)C1=NOC(=C1CO)C=1C=NN(C1C(F)(F)F)C1CC(C1)(O)C 3-{4-[3-(2-chlorophenyl)-4-(hydroxymethyl)-1,2-oxazol-5-yl]-5-(trifluoromethyl)-1H-pyrazol-1-yl}-1-methylcyclobutan-1-ol